ClC1=C(C#N)C=CC=C1N1C=NC(=C1)C1=NC(=NC=C1C(F)(F)F)NC1CCN(CC1)S(=O)(=O)C 2-Chloro-3-(4-(2-((1-(methylsulfonyl)piperidin-4-yl)amino)-5-(trifluoro-methyl)pyrimidin-4-yl)-1H-imidazol-1-yl)benzonitrile